(4-((6,7-dimethoxyquinolin-4-yl)oxy)-3-fluorophenyl)acetamide COC=1C=C2C(=CC=NC2=CC1OC)OC1=C(C=C(C=C1)CC(=O)N)F